CN(C(/C=C/CN(C(OC(C)(C)C)=O)C(COC1=CC=C(C=C1)I)C)=O)C tert-butyl (E)-(4-(dimethylamino)-4-oxobut-2-en-1-yl)(1-(4-iodophenoxy)propan-2-yl)carbamate